7-bromo-5-nitro-2,3-dihydrophthalazine-1,4-dione BrC1=CC(=C2C(NNC(C2=C1)=O)=O)[N+](=O)[O-]